CC1=CC(=CN1C(=O)OC(C)(C)C)C(=O)OC O1-tert-butyl O3-methyl 5-methylpyrrole-1,3-dicarboxylate